NC1=NC2=C(C=CC=C2C(=C1)C=1N=NN(C1)CC=1C(N(C=CC1)C(C)C)=O)F 3-{[4-(2-amino-8-fluoro-4-quinolinyl)-1H-1,2,3-triazol-1-yl]methyl}-1-isopropyl-1H-pyridin-2-one